C[C@@H]1CN(CC[C@@H]1CN1C(C2=CC=CC=C2C1=O)=O)C=1C=2N(C=C(N1)C=1C=NN(C1)C)N=CC2 cis-2-((3-methyl-1-(6-(1-methyl-1H-pyrazol-4-yl)pyrazolo[1,5-a]pyrazin-4-yl)piperidin-4-yl)methyl)isoindoline-1,3-dione